(R)-2-amino-3-(7-ethoxythieno[3,2-b]pyridine-2-carboxamido)propionic acid HBr salt Br.N[C@@H](C(=O)O)CNC(=O)C1=CC2=NC=CC(=C2S1)OCC